CN(CCO)C1(CCC1)C 2-(methyl-(1-methylcyclobutyl)amino)ethanol